C(#N)C1=CC=C(CN(C(=O)C2=C(C3=C(S2)C=CC(=C3)C=3C=NC=C(C3)OC)C)CCC(=O)NC)C=C1 N-(4-cyanobenzyl)-5-(5-methoxypyridin-3-yl)-3-methyl-N-(3-(methylamino)-3-oxopropyl)benzo[b]thiophene-2-carboxamide